FCCCCCCCCCCCCS(=O)(=O)OCCCCCCCCCCCCCCCCCCCCCCCC tetracosanyl fluorododecyl-sulfonate